N-(2-ethoxycarbonylbutyl)-N-ethoxycarbonylalanine C(C)OC(=O)C(CN([C@@H](C)C(=O)O)C(=O)OCC)CC